N,9,10-Trihydroxyoctadecanoamide ONC(CCCCCCCC(C(CCCCCCCC)O)O)=O